O=C1NC=2CCC(CC2C=C1C(=O)N)C(F)(F)F 2-oxo-6-(trifluoromethyl)-1,2,5,6,7,8-hexahydroquinoline-3-carboxamide